(cyclopentadienyl)(2,7-di-tert-butylfluorenyl)zirconium dichloride [Cl-].[Cl-].C1(C=CC=C1)[Zr+2]C1=C(C=CC=2C3=CC=C(C=C3CC12)C(C)(C)C)C(C)(C)C